C\C(=C/CC1=C(C=C(C=C1OC)CCCCC)O)\CCC=C(C)C 2-[(2E)-3,7-Dimethyl-2,6-octadien-1-yl]-3-methoxy-5-pentylphenol